BrC=1N=C(C(=NC1)NC1CCC(CC1)(F)F)C 5-bromo-N-(4,4-difluorocyclohexyl)-3-methylpyrazin-2-amine